tert-butyl N-[2-[tert-butyl(dimethyl)silyl]oxyethyl]-N-[[6-[[2-chloro-3-(4,4,5,5-tetramethyl-1,3,2-dioxaborolan-2-yl)phenyl]carbamoyl]-3-pyridyl]methyl]carbamate [Si](C)(C)(C(C)(C)C)OCCN(C(OC(C)(C)C)=O)CC=1C=NC(=CC1)C(NC1=C(C(=CC=C1)B1OC(C(O1)(C)C)(C)C)Cl)=O